2-(3-bromo-4-methoxyphenyl)propan-2-ol BrC=1C=C(C=CC1OC)C(C)(C)O